(R)-N-(4-(8-amino-3-methylimidazo[1,5-a]pyrazin-1-yl)-3-methylphenyl)-2-(3-fluorophenyl)-2-hydroxyacetamide NC=1C=2N(C=CN1)C(=NC2C2=C(C=C(C=C2)NC([C@H](O)C2=CC(=CC=C2)F)=O)C)C